CN1C(=[N+](C=C1)C)C 1,2,3-trimethylimidazolium